sodium aminocyclopropanecarboxylate NC1(CC1)C(=O)[O-].[Na+]